N[C@@H](C)C(=O)N alanyl-ammonia